CC1(C(NCCC1)=O)C=1OC(=NN1)C=1C(=NC=CC1)NC1=CC=C(C=C1)S(F)(F)(F)(F)F 3-methyl-3-[5-[2-[4-(pentafluoro-λ6-sulfanyl)anilino]-3-pyridyl]-1,3,4-oxadiazol-2-yl]piperidin-2-one